4-[4-(1H-indol-2-ylmethyl)piperazin-1-yl]quinolone N1C(=CC2=CC=CC=C12)CN1CCN(CC1)C1=CC(NC2=CC=CC=C12)=O